Bis(trifluoromethyl)aniline C1=CC=C(C=C1)N(C(F)(F)F)C(F)(F)F